BrC1C=CC1Br 3,4-dibromocyclobutene